ON1CC(C(C1)C)C 1-hydroxyl-3,4-dimethyl-pyrrolidine